(1S,3S,SR)-5-((Allyloxy)methyl)-N-(3-((allyloxy)methyl)-6-bromopyridin-2-yl)-2-azabicyclo[3.1.0]hexane-3-carboxamide TFA salt OC(=O)C(F)(F)F.C(C=C)OC[C@]12C[C@H](N[C@H]2C1)C(=O)NC1=NC(=CC=C1COCC=C)Br |&1:12|